BrC1=CC(=C(C(=C1)F)[C@@H]1N([C@@H](CC2=C1NC1=CC=CC=C21)C)CC(CO[Si](C2=CC=CC=C2)(C2=CC=CC=C2)C(C)(C)C)(F)F)F (1S,3R)-1-(4-bromo-2,6-difluorophenyl)-2-(3-((tert-butyldiphenylsilyl)oxy)-2,2-difluoropropyl)-3-methyl-2,3,4,9-tetrahydro-1H-pyridino[3,4-b]indole